N-(5-(6-(2-bromo-4-(trifluoromethyl)phenyl)-5-methyl-1-oxo-3,4-dihydroisoquinolin-2(1H)-yl)-2-((2-methoxyethoxy)methoxy)phenyl)methanesulfonamide BrC1=C(C=CC(=C1)C(F)(F)F)C=1C(=C2CCN(C(C2=CC1)=O)C=1C=CC(=C(C1)NS(=O)(=O)C)OCOCCOC)C